[Cl-].[Cl-].C1(CCC1)[Zr+2](C1C(=CC2=C(C(=CC=C12)C)C1=CC=C(C=C1)C(C)(C)C)C=1OC(=CC1)C)C1C(=CC2=C(C(=CC=C12)C)C1=CC=C(C=C1)C(C)(C)C)C=1OC(=CC1)C Cyclobutylbis[2-(5-methyl-2-furyl)-4-(4-tert-butylphenyl)-5-methyl-1-indenyl]zirconium dichloride